FC1=C(C=CC=C1F)CN1C(CCC1=O)CC(=O)N[C@@H](C(=O)O)CC1=CC=CC=C1 (2R)-2-[[2-[1-[(2,3-difluorophenyl)methyl]-5-oxopyrrolidin-2-yl]acetyl]amino]-3-phenylpropionic acid